C1(CC1)CN1CC[C@]23CCN(CC[C@]2([C@H]1CC1=CC=C(C=C13)O)O)CCN1N=CC(=C1)CC (5aS,6R,11bS)-14-(cyclopropylmethyl)-3-(2-(4-ethyl-1H-pyrazol-1-yl)ethyl)-2,3,4,5,6,7-hexahydro-6,11b-(epiminoethano)naphtho[1,2-d]azepine-5a,10(1H)-diol